C(C)(=O)NC1=C(C(=O)NC=2N=NC(=CC2)C)C=CC=C1 2-acetamido-N-(6-methylpyridazin-3-yl)benzamide